C1(CC1)C#CC1=CC(=C2C(=N1)N(C=N2)[C@@H]2[C@@H]1[C@]([C@@H]3[C@H]2OC(O3)(C)C)(C1)C(F)F)NCC 5-(cyclopropylethynyl)-3-((3aR,3bS,4aS,5R,5aS)-3b-(difluoromethyl)-2,2-dimethylhexahydrocyclopropa[3,4]cyclopenta[1,2-d][1,3]dioxol-5-yl)-N-ethyl-3H-imidazo[4,5-b]pyridin-7-amine